(2e,4e)-5-(benzo[d][1,3]dioxol-5-yl)-1-(4-(4-bromophenyl)piperazin-1-yl)penta-2,4-dien-1-one O1COC2=C1C=CC(=C2)/C=C/C=C/C(=O)N2CCN(CC2)C2=CC=C(C=C2)Br